OC=1C=C(C=CC1O)C#CC1=CC=C(C=C1)OC 3,4-dihydroxy-4'-methoxytolan